tert-butyl (4-(1-(5-chloro-2-cyanophenoxy)-3-(1,3-dioxoisoindolin-2-yl) propyl)pyridin-2-yl)carbamate ClC=1C=CC(=C(OC(CCN2C(C3=CC=CC=C3C2=O)=O)C2=CC(=NC=C2)NC(OC(C)(C)C)=O)C1)C#N